OC1CCN(CC1)C=1C=CC(=NC1)NC1=CC(=NC=2C=CNC(C12)=O)C1=CN=C2N1C=CC=C2 4-[[5-(4-hydroxy-1-piperidyl)-2-pyridyl]amino]-2-imidazo[1,2-a]pyridin-3-yl-6H-1,6-naphthyridin-5-one